methyl 4-(5-fluoro-3-{[3-fluoro-5-(trifluoromethyl)phenyl]methoxy}pyridin-2-yl)-5-(hydroxymethyl)thiophene-2-carboxylate FC=1C=C(C(=NC1)C=1C=C(SC1CO)C(=O)OC)OCC1=CC(=CC(=C1)C(F)(F)F)F